5-((4-methoxybenzyl)oxy)-1H-1,2,3-triazole-4-carboxylic acid COC1=CC=C(COC2=C(N=NN2)C(=O)O)C=C1